1-(1-Oxo-1,2-dihydroisochinolin-5-yl)-5-(trifluoromethyl)-N-(2-(trifluoromethyl)pyridin-4-yl)-1H-pyrazol-4-carboxamid O=C1NC=CC2=C(C=CC=C12)N1N=CC(=C1C(F)(F)F)C(=O)NC1=CC(=NC=C1)C(F)(F)F